NC1=CC=CC(=N1)C(=O)NCCC=1C=C(C(=CC1)OC)C1=NN(C=C1)C 5-(2-(6-aminopyridinecarboxamido)ethyl)-2-methoxy-3-(1-methyl-1H-pyrazol-3-yl)benzene